C(C)(C)(C)OC(=O)N1CC(CC1)OC=1C=C2C(=NC=NC2=CC1OC)C1=CC=C(C=C1)NC(CC1=CC=C(C=C1)C(F)(F)F)=O 3-((7-methoxy-4-(4-(2-(4-(trifluoromethyl)phenyl)acetamido)phenyl)quinazolin-6-yl)oxy)pyrrolidine-1-carboxylic acid tert-butyl ester